octadienyl 2-methylbutanoate CC(C(=O)OC=CC=CCCCC)CC